Tert-Butyl 2-methyl-7H-spiro[furo[3,4-b]pyridine-5,4'-piperidine]-1'-carboxylate CC1=CC=C2C(=N1)COC21CCN(CC1)C(=O)OC(C)(C)C